N-butyl-1-(4-(tributylsilyl)phenyl)-N-((4-(tributylsilyl)phenyl)(2-(trimethylsilyl)phenyl)phosphaneyl)-1-(2-(trimethylsilyl)phenyl)phosphanamine C(CCC)N(P(C1=C(C=CC=C1)[Si](C)(C)C)C1=CC=C(C=C1)[Si](CCCC)(CCCC)CCCC)P(C1=C(C=CC=C1)[Si](C)(C)C)C1=CC=C(C=C1)[Si](CCCC)(CCCC)CCCC